4-butyl-N-4-pyridinylbenzamide C(CCC)C1=CC=C(C(=O)NC2=CC=NC=C2)C=C1